trans-tert-butyl N-[4-[4-fluoro-2-(2-trimethylsilylethoxymethoxy)-anilino]cyclohexyl]carbamate FC1=CC(=C(N[C@@H]2CC[C@H](CC2)NC(OC(C)(C)C)=O)C=C1)OCOCC[Si](C)(C)C